ClC1=CC=C(C=N1)N1C(C=CC(=C1)C(=O)NC1=CC=C(C=C1)OC(F)(F)Cl)=O 6'-Chloro-N-[4-(chlorodifluoromethoxy)phenyl]-2-oxo-2H-[1,3'-bipyridine]-5-carboxamide